(E)-7-(5-(4-fluoro-2-(3-methoxy-3-oxoprop-1-en-1-yl)phenoxy)pyrimidin-4-yl)-2,7-diazaspiro[4.4]Nonane-2-carboxylic acid tert-butyl ester C(C)(C)(C)OC(=O)N1CC2(CC1)CN(CC2)C2=NC=NC=C2OC2=C(C=C(C=C2)F)\C=C\C(=O)OC